N[C@@H]1[C@H](COCC1)C1=C(C2=NC(=CC(=C2S1)NCC1=CC=CC=C1)Cl)Cl 2-((3R,4S)-4-aminotetrahydro-2H-pyran-3-yl)-N-benzyl-3,5-dichlorothieno[3,2-b]pyridin-7-amine